3-oxo-2'',3''-dihydrodispiro[cyclobutane-1,4'-piperidine-2',1''-indene]-1',5''-dicarboxylic acid 1'-benzyl 5''-methyl ester COC(=O)C=1C=C2CCC3(C2=CC1)N(CCC1(C3)CC(C1)=O)C(=O)OCC1=CC=CC=C1